N1(N=NC=C1)CC12CC(CC(N1C(=O)NC1=CC(=C(C=C1)C(F)(F)F)C1=NC=C(C=N1)F)C2)C cis-1-((1H-1,2,3-triazol-1-yl)methyl)-N-(3-(5-fluoropyrimidin-2-yl)-4-(trifluoromethyl)phenyl)-3-methyl-6-azabicyclo[3.1.1]heptane-6-carboxamide